(2-methyl-5-nitro-3-(trifluoromethoxy)phenyl)-morpholino-methanone CC1=C(C=C(C=C1OC(F)(F)F)[N+](=O)[O-])C(=O)N1CCOCC1